FC1=C(C(=CC(=C1F)F)F)[B-](C1=C(C(=C(C=C1F)F)F)F)(C1=C(C(=C(C=C1F)F)F)F)C1=C(C(=C(C=C1F)F)F)F.C(C)[SiH](CC)CC Triethylsilane tetrakis(2,3,4,6-tetrafluorophenyl)borate